O1C(=CC=C1)CN(C(OC(C)(C)C)=O)C1=C2C(=NS1)C(=CS2)B2OC(C(O2)(C)C)(C)C tert-butyl N-(furan-2-ylmethyl)-N-[6-(4,4,5,5-tetramethyl-1,3,2-dioxaborolan-2-yl)thieno[3,2-c][1,2]thiazol-3-yl]carbamate